C1(CC1)C=1C=C(C(=NC1)F)C1=NN2C(O[C@@H](CC2)C)=C1C(=O)N[C@@H]1C(NC2=C(C(=N1)C1=CC=CC=C1)C=CC=C2F)=O (5R)-2-(5-cyclopropyl-2-fluoro-3-pyridinyl)-N-[(3S)-9-fluoro-2-oxo-5-phenyl-1,3-dihydro-1,4-benzodiazepine-3-yl]-5-methyl-6,7-dihydro-5H-pyrazolo[5,1-b][1,3]Oxazine-3-carboxamide